[Ni].[Al].[Cu].[Si] silicon copper aluminum nickel